CNC(=N[N+](=O)[O-])NCC1COCC1 1-methyl-2-nitro-3-(tetrahydro-3-furylmethyl)guanidine